BrC=1C2=C(C(NC1)=O)N(C=C2)S(=O)(=O)C2=CC=C(C)C=C2 4-bromo-1-tosyl-1,6-dihydro-7H-pyrrolo[2,3-c]pyridin-7-one